[N+](=O)([O-])C([N+](=O)[O-])C1=NC(=NN1)[N+](=O)[O-] dinitromethyl-3-nitro-1,2,4-triazole